NC1=C2C(=C3C(=N1)C=C(N3COCC[Si](C)(C)C)C(=O)N(C)C(C)C3=C(C=C(C(=C3)C)C3CC3)F)COC2 5-amino-N-(1-(4-cyclopropyl-2-fluoro-5-methylphenyl)ethyl)-N-methyl-1-((2-(trimethylsilyl)ethoxy)methyl)-6,8-dihydro-1H-furo[3,4-d]pyrrolo[3,2-b]pyridine-2-carboxamide